[Ar].[Ne] neon argon